FC(C=1C=C(CC2(C(C=O)C(=CC(=C2)OC)OC)O)C=C(C1)C(F)(F)F)(F)F 2-(3,5-bis(trifluoromethyl)benzyl)-4,6-dimethoxysalicylaldehyde